sodium dimethylol silicate [Si](OCO)(OCO)([O-])[O-].[Na+].[Na+]